OCCCCCCONC(C)=O N-(6-hydroxyhexyloxy)acetamide